C1(CC1)C=1C=2N(C=C(N1)C)N=C(C2)C=2N=C1N(C(C2)=O)C=C(C=C1)N1CCN(CC1)CC 2-(4-cyclopropyl-6-methylpyrazolo[1,5-a]pyrazin-2-yl)-7-(4-ethylpiperazin-1-yl)-4H-pyrido[1,2-a]pyrimidin-4-one